[Na].C(=C)(C)C1=CC=C(C=C1)O 4-isopropenylphenol sodium salt